ClC1=C(OC2CC(C2)C(=O)OC)C=CC=C1C=1N(C2=NC=NC(=C2N1)OC1(CC1)C)CC1=C(C=CC(=C1)Cl)OC Methyl (1s,3s)-3-(2-chloro-3-(9-(5-chloro-2-methoxybenzyl)-6-(1-methylcyclopropoxy)-9H-purin-8-yl)phenoxy)cyclobutane-1-carboxylate